BrCC(=O)C1(CC1)C1=CC=C(C=C1)C(F)(F)F 2-bromo-1-(1-(4-(trifluoromethyl)phenyl)cyclopropyl)ethan-1-one